4-(azidomethyl)-N-(2-methyl-5-(6-methylimidazo[1,2-a]pyrimidin-2-yl)phenyl)-2-(trifluoromethyl)benzamide N(=[N+]=[N-])CC1=CC(=C(C(=O)NC2=C(C=CC(=C2)C=2N=C3N(C=C(C=N3)C)C2)C)C=C1)C(F)(F)F